2,2,2-Trifluoro-N-((7-oxido-5,6-dihydro-4H-thieno[2,3-b]thiopyran-4-yl)methyl)acetamide FC(C(=O)NCC1C2=C(S(CC1)=O)SC=C2)(F)F